BrC1=CC=C(C=C1)C1=CC(=CC=C1)I 4'-bromo-3-iodo-1,1'-biphenyl